C(CC)C=1NC2=CC=CC=C2C1 propyl-indole